[(3R,9aS)-3-Hydroxy-3-[6-(trifluoromethyl)pyridin-3-yl]-1,4,6,7,9,9a-hexahydropyrazino[2,1-c][1,4]oxazin-8-yl]-[2-chloro-3-(3-fluoro-1H-pyrazol-4-yl)phenyl]methanon O[C@]1(CN2[C@H](CO1)CN(CC2)C(=O)C2=C(C(=CC=C2)C=2C(=NNC2)F)Cl)C=2C=NC(=CC2)C(F)(F)F